C(CCCCCCCCCCC)OC(CC(=O)C)=O.[AlH3] aluminum hydride monolauryl-acetoacetate